[Au].[Be] beryllium-gold